C(C[In])C[In].[In] triindane